1-(5-((4-(1-isopropyl-1H-pyrazol-4-yl)-5-methylpyrimidin-2-yl)amino)indol-1-yl)ethan-1-one C(C)(C)N1N=CC(=C1)C1=NC(=NC=C1C)NC=1C=C2C=CN(C2=CC1)C(C)=O